C(C1=CC=CC=C1)OC=1C=C(CCN)C=CC1CC 3-benzyloxy-4-ethyl-phenethylamine